(2E,4E)-N-((2S,3R)-3-hydroxy-1-(((5S,8S,E)-5-methyl-2,7,10-trioxo-1,6-diazacyclododec-3-en-8-yl)amino)-1-oxobutan-2-yl)-11-methyldodeca-2,4-dienamide O[C@@H]([C@@H](C(=O)N[C@@H]1C(N[C@H](/C=C/C(NCCC(C1)=O)=O)C)=O)NC(\C=C\C=C\CCCCCC(C)C)=O)C